Cl.FC(C=1C=C2C(=NC1)C(CN2C(CN2[C@H](CN[C@@H](C2)C)CN2C(CCC2)=O)=O)(C)C)(C2=CC=CC=C2)F 1-{[(2R,5R)-1-(2-{6-[Difluoro(phenyl)methyl]-3,3-dimethyl-1H,2H,3H-pyrrolo[3,2-b]pyridin-1-yl}-2-oxoethyl)-5-methylpiperazin-2-yl]methyl}pyrrolidin-2-one hydrochloride